4-Hydroxyindoline OC1=C2CCNC2=CC=C1